O=C1N(CCCCC1)C(C(=O)O)CCCCCC 2-(2-oxoazepan-1-yl)octanoic acid